ethyl 2-(3-(3-(tert-butoxycarbonyl)-1H-pyrazol-5-yl)phenyl)oxazole-5-carboxylate C(C)(C)(C)OC(=O)C1=NNC(=C1)C=1C=C(C=CC1)C=1OC(=CN1)C(=O)OCC